2-(2,2-difluoroethoxy)-6-trifluoromethyl-benzenesulfonyl chloride FC(COC1=C(C(=CC=C1)C(F)(F)F)S(=O)(=O)Cl)F